6-(3-(1H-imidazol-1-yl)propyl)pyridin-2-amine N1(C=NC=C1)CCCC1=CC=CC(=N1)N